(Z)-3-(4-dodecylphenyl)-2-(4'-(pyridin-4-yl)-[1,1'-biphenyl]-4-yl)acrylonitrile C(CCCCCCCCCCC)C1=CC=C(C=C1)\C=C(/C#N)\C1=CC=C(C=C1)C1=CC=C(C=C1)C1=CC=NC=C1